O1CCC2=C1C(=CC=C2)B(O)O 2,3-dihydrobenzofuran-7-ylboronic acid